CN(C1=CC=C(C(=O)OCC)C=C1)C ethyl 4-(dimethylamino)-benzoate